[Si](C)(C)(C(C)(C)C)OCC=1SC(=C(N1)C)C1=NC(=CC=C1)Cl 2-(((tert-butyldimethylsilyl)oxy)methyl)-5-(6-chloropyridin-2-yl)-4-methylthiazole